The molecule is a polybromodiphenyl ether that is diphenyl ether in which the hydrogens at the 2, 4, 5, 2', and 4' positions have been replaced by bromines. C1=CC(=C(C=C1Br)Br)OC2=CC(=C(C=C2Br)Br)Br